2,4-dichloro-N-(3-methoxy-2,6-dimethylphenyl)pyridine-3-carboxamide ClC1=NC=CC(=C1C(=O)NC1=C(C(=CC=C1C)OC)C)Cl